[Ni]=O.[Ca] calcium-nickel oxide